((S)-3-methoxypyrrolidin-1-yl)methanone CO[C@@H]1CN(CC1)C=O